FC1(C2CC3CC(CC1C3)C2)F 4,4-difluoroadamantan